O=C1C2=C(C=NN1)N=C(N=C2NC2=CC=C(C=C2)N2CCC1(CC1C(=O)[O-])CC2)C2=CC=CC=C2.[Na+] sodium 6-(4-(5-oxo-2-phenyl-5,6-dihydropyrimido[4,5-d]pyridazin-4-ylamino) phenyl)-6-azaspiro[2.5]octane-1-carboxylate